4-methyl-5-allyl-1,3-dioxolan-2-one CC1OC(OC1CC=C)=O